ClC1=C(NC=2SC=C(N2)[C@@](CCC(=O)O)(CC)C(=O)OCC)C=CC(=C1)Cl (4S)-4-[2-(2,4-Dichloroanilino)Thiazol-4-Yl]-4-Ethoxycarbonyl-Hexanoic Acid